p-Fluorotoluene CC1=CC=C(C=C1)F